3-[[6-[[5-(trifluoromethyl)-2-pyridyl]oxy]-1,3-benzothiazol-2-yl]carbamoyl]bicyclo[2.2.1]hept-5-ene-2-carboxylic acid FC(C=1C=CC(=NC1)OC1=CC2=C(N=C(S2)NC(=O)C2C(C3C=CC2C3)C(=O)O)C=C1)(F)F